methyl 1-[2-[3-[4-(cyclopropylcarbamoyl)-3-(difluoromethoxy)-5-methoxy-phenyl]imidazo[1,2-a]pyridin-7-yl]oxyethyl]azetidine-3-carboxylate C1(CC1)NC(=O)C1=C(C=C(C=C1OC)C1=CN=C2N1C=CC(=C2)OCCN2CC(C2)C(=O)OC)OC(F)F